5-(2-amino-4-(3-amino-1H-indazol-5-yl)pyridin-3-yl)pent-4-yn-1-ol NC1=NC=CC(=C1C#CCCCO)C=1C=C2C(=NNC2=CC1)N